CN([C@H]1CCC2=C(NC1=O)N=CC(=C2)/C=C/C(=O)N(CC=2OC1=C(C2C)C=CC=C1)C)C (S,E)-3-(7-(Dimethylamino)-8-oxo-6,7,8,9-tetrahydro-5H-pyrido[2,3-b]azepin-3-yl)-N-methyl-N-((3-methylbenzofuran-2-yl)methyl)acrylamide